methyl 1-({[1-(3,5-diethoxyphenyl)ethyl](4-phenylbutyl) carbamoyl}amino)-3,3-difluorocyclobutane-1-carboxylate C(C)OC=1C=C(C=C(C1)OCC)C(C)N(C(=O)NC1(CC(C1)(F)F)C(=O)OC)CCCCC1=CC=CC=C1